methyl 3-[3-chloro-4-(4,4-difluorocyclohexyl) phenyl]-2,2-dimethyl-propanoate ClC=1C=C(C=CC1C1CCC(CC1)(F)F)CC(C(=O)OC)(C)C